OCC[C@@H]1CN(CCCN1)C(=O)OC(C)(C)C tert-butyl (R)-3-(2-hydroxyethyl)-1,4-diazepan-1-carboxylate